(R)-(1-(6-methyl-1H-indol-3-yl)propan-2-yl)carbamic acid tert-butyl ester C(C)(C)(C)OC(N[C@@H](CC1=CNC2=CC(=CC=C12)C)C)=O